CN([C@H]1CN(CC1)C1=C(C=C(C(=C1)OC)NC1=NC=CC(=N1)C=1C=NN2C1CCCC2)N)C 4-{(3R)-3-dimethylaminopyrrolidin-1-yl}-6-methoxy-N-[4-(4,5,6,7-tetrahydropyrazolo[1,5-a]pyridin-3-yl)pyrimidin-2-yl]benzene-1,3-diamine